CN(C=1C=CC(=C(C1)N1/C(/SCC1=O)=N/C(=O)NC1=C(C=C(C=C1)C1=NN(C=N1)C1=CC=C(C=C1)OC(F)(F)F)C(C)C)OCCC(F)(F)F)C (Z)-1-(3-(5-(dimethylamino)-2-(3,3,3-trifluoropropoxy)phenyl)-4-oxothiazolidin-2-ylidene)-3-(2-isopropyl-4-(1-(4-(trifluoromethoxy)phenyl)-1H-1,2,4-triazol-3-yl)phenyl)urea